3-propyl-1-hexanal C(CC)C(CC=O)CCC